2-(4-aminopiperidin-1-yl)-1-(4-(2-methoxybenzyl)piperazin-1-yl)ethan-1-one NC1CCN(CC1)CC(=O)N1CCN(CC1)CC1=C(C=CC=C1)OC